OCC1=CC=C(CCNC(=O)[C@]2(N(CCC2)C([C@H](CC2=CC=C(C=C2)OC)NC(OC(C)(C)C)=O)=O)C)C=C1 tert-butyl ((S)-1-((S)-2-((4-(hydroxymethyl)phenethyl)carbamoyl)-2-methylpyrrolidin-1-yl)-3-(4-methoxyphenyl)-1-oxopropan-2-yl)carbamate